N-methylolmaleimide C1=CC(=O)N(C1=O)CO